[SH3+].C(C=1C(O)=CC=CC1)(=O)[O-] salicylic acid sulfonium salt